ethyl 3-((2-methoxybenzamido)methyl)-4,5-dihydroisoxazole-5-carboxylate COC1=C(C(=O)NCC2=NOC(C2)C(=O)OCC)C=CC=C1